N1C(=O)NC(=O)C(=C1CC(=O)[O-])CC(=O)[O-].[Na+].[Na+] sodium uracildiacetate